C(C)(C)(C)OC(=O)N1CC(CCC1)=NO 3-(hydroxyimino)piperidine-1-carboxylic acid tert-butyl ester